2,5-bis(1H-imidazo[4,5-f][1,10]phenanthroline-2-yl)furan N1C(=NC2=C3C=CC=NC3=C3N=CC=CC3=C21)C=2OC(=CC2)C=2NC=1C(=C3C=CC=NC3=C3N=CC=CC13)N2